ClC1=C(C=CC(=C1)Cl)NC1=NC=NC2=CC=C(C=C12)C1=CNC2=NC=CC=C21 N-(2,4-dichlorophenyl)-6-(1H-pyrrolo[2,3-b]pyridin-3-yl)quinazolin-4-amine